COC(NC1=C(C=CC(=C1)Br)C#N)=O (5-bromo-2-cyanophenyl)carbamic acid methyl ester